BrC=1C(=C(C=CC1)C=1OC2=C(N1)C=C(C(=C2)OC(F)F)CO)Cl (2-(3-bromo-2-chlorophenyl)-6-(difluoromethoxy)benzo[d]oxazol-5-yl)methanol